1-chlorohexanoyl chloride ClC(C(CCCC)Cl)=O